CC=1C=2N(C=CN1)C(=NC2)C(F)(F)F 8-methyl-3-(trifluoromethyl)imidazo[1,5-a]pyrazine